(S)-N-((R)-1-(4-carbamimidoylthiophen-2-yl)ethyl)-7-((4-(4-fluorophenoxy)benzoyl)glycyl)-1,4-dioxa-7-azaspiro[4.4]nonane-8-carboxamide C(N)(=N)C=1C=C(SC1)[C@@H](C)NC(=O)[C@H]1N(CC2(OCCO2)C1)C(CNC(C1=CC=C(C=C1)OC1=CC=C(C=C1)F)=O)=O